ClC1=C(C=C(C=C1)C1=CN(C2=NC(=CC=C21)C(=O)N2C(C(NCC2)=O)(C)C)C2CC(C2)OC)F 4-(3-(4-chloro-3-fluorophenyl)-1-(3-methoxycyclobutyl)-1H-pyrrolo[2,3-b]pyridine-6-carbonyl)-3,3-dimethyl-piperazin-2-one